C(C)(C)(C)C1=CC=C(C=C1)S(=O)(=O)NC1=CC=C(C=C1)NC1=NC(=NC=C1)N1CCCC1 4-(tert-butyl)-N-(4-((2-(pyrrolidin-1-yl)pyrimidin-4-yl)amino)phenyl)benzenesulfonamide